(Z)-2-(5-fluoro-1-(4-isopropylbenzylidene)-2-methyl-1H-inden-3-yl)ethan-1-ol FC=1C=C2C(=C(/C(/C2=CC1)=C/C1=CC=C(C=C1)C(C)C)C)CCO